1-Phenyldecane-1,3-dion C1(=CC=CC=C1)C(CC(CCCCCCC)=O)=O